1,3-dibromo-2-methyl-2-propanol BrCC(CBr)(O)C